C12(CC3CC(CC(C1)C3)C2)C(C(=O)NCCC2=CNC3=CC=C(C=C23)Cl)(C=2SC(=CC2)C)O 2-(adamantan-1-yl)-2-hydroxy-2-(5-methylthiophene-2-yl)-N-(2-(5-chloro-1H-indol-3-yl)ethyl)acetamide